1-(6-bromo-2,3-dihydro-1,4-benzodioxin-7-yl)-3-[(1S)-1-(2-pyrimidin-2-yl-1,2,4-triazol-3-yl)ethyl]urea BrC1=CC2=C(OCCO2)C=C1NC(=O)N[C@@H](C)C=1N(N=CN1)C1=NC=CC=N1